OC(CCC1=C(C=CC(=C1)C)S(=O)(=O)[O-])(CCC1=C(C=CC(=C1)C)S(=O)(=O)[O-])C 3-hydroxy-3-methylpentane-1,5-diylbis(4-methylbenzenesulfonate)